[Ga].[Sr].[La] lanthanum-strontium-gallium